ClC=1C(=C(OC2=NC=NC3=CC(=C(C=C23)[C@]2(N(CCN(C2)CC(CCC)C)C(=O)N)C)OC)C=CC1)F 4-(3-chloro-2-fluorophenoxy)-7-methoxyquinazolin-6-yl-4-(2-methylpentyl)-(R)-2-methylpiperazine-1-carboxamide